7-fluoro-8-(6-(3-(4-fluoropiperidin-1-yl)propoxy)pyridin-3-yl)-3-methyl-1-(tetrahydro-2H-pyran-4-yl)-1,3-dihydro-2H-imidazo[4,5-c]cinnolin-2-one FC=1C(=CC=2C3=C(N=NC2C1)N(C(N3C3CCOCC3)=O)C)C=3C=NC(=CC3)OCCCN3CCC(CC3)F